N-(4-bromo-3-(2,2,2-trifluoroethoxy)benzyl)-2-methylpropane-2-sulfinamide BrC1=C(C=C(CNS(=O)C(C)(C)C)C=C1)OCC(F)(F)F